2,4,6-Triethynylbenzene C(#C)C1=CC(=CC(=C1)C#C)C#C